Cyclopropan-2-yl-acetamide C1C(C1)CC(=O)N